5-borono-2-methoxynicotinic acid lithium salt [Li+].B(O)(O)C=1C=NC(=C(C(=O)[O-])C1)OC